(R)-1-(5-cyano-2-methoxyphenyl)-3-(isoquinolin-4-yl)-2-oxoimidazoline-4-carbonitrile C(#N)C=1C=CC(=C(C1)N1C(N([C@H](C1)C#N)C1=CN=CC2=CC=CC=C12)=O)OC